CC1(CO[C@@H]([C@H](CCCCCCCCC1=O)C)C)C (13S,14R)-3,3,13,14-tetramethyloxacyclotetradecan-4-one